ClC1=C(C(=CC=C1Cl)O)[C@H]1C[C@@H](CN1)CNC(CO)=O N-{[(3S,5R)-5-(2,3-dichloro-6-hydroxyphenyl)pyrrolidin-3-yl]methyl}-2-hydroxyacetamide